benzyl (3R)-3-(methanesulfonyloxy)pyrrolidine-1-carboxylate CS(=O)(=O)O[C@H]1CN(CC1)C(=O)OCC1=CC=CC=C1